1-[4-(3-Chloro-4-fluorophenyl)piperidin-1-yl]-2-{3-[(2R,6S)-2,6-dimethylmorpholin-4-carbonyl]-5,6-dihydrocyclopenta[c]pyrazol-1(4H)-yl}ethan-1-on ClC=1C=C(C=CC1F)C1CCN(CC1)C(CN1N=C(C2=C1CCC2)C(=O)N2C[C@H](O[C@H](C2)C)C)=O